The molecule is an N-acylpiperidine obtained by formal condensation of the carboxy group of 5-[(2,6-difluorophenoxy)methyl]-1,2-oxazole-3-carboxylic acid with the secondary amino group of 4-(pyridin-4-yl)piperidine. It has a role as a P450 inhibitor. It is a N-acylpiperidine, an aromatic amide, an aromatic ether, a member of isoxazoles, a member of pyridines and a difluorobenzene. C1CN(CCC1C2=CC=NC=C2)C(=O)C3=NOC(=C3)COC4=C(C=CC=C4F)F